(R)-6-(3-((cyclobutylmethyl)amino)piperidin-1-yl)-3-((4-(6-methoxy-1H-indazol-4-yl)-1H-1,2,3-triazol-1-yl)methyl)pyridazin-4(1H)-one C1(CCC1)CN[C@H]1CN(CCC1)C1=CC(C(=NN1)CN1N=NC(=C1)C1=C2C=NNC2=CC(=C1)OC)=O